C(C=C)O[C@H]1[C@@H](O[C@@H]([C@H]1O)CO)N1C=NC=2C(=O)NC(N)=NC12 2'-O-allylguanosine